4-(2-cyclopropyl-benzyl)-6-[1-(2-fluoro-6-methyl-phenyl)-piperidin-4-yl]-7-methyl-2-(tetrahydro-pyran-2-yl)-2,4,6,7-tetrahydro-pyrazolo[4,3-d]pyrimidin-5-one C1(CC1)C1=C(CN2C(N(C(C=3C2=CN(N3)C3OCCCC3)C)C3CCN(CC3)C3=C(C=CC=C3C)F)=O)C=CC=C1